2-(4-bromo-3-(methoxymethyl)phenyl)-5-((4-methylpiperazin-1-yl)methyl)-1,3,4-oxadiazole BrC1=C(C=C(C=C1)C=1OC(=NN1)CN1CCN(CC1)C)COC